((((5-((3-(dimethylamino)propyl)carbamoyl)isophthaloyl)bis(azanediyl))bis(propane-3,1-diyl))bis(azanetriyl))tetrakis(pentane-5,1-diyl) tetranonyl tetracarbonate C(OCCCCCN(CCCNC(C=1C=C(C(=O)NCCCN(CCCCCOC(OCCCCCCCCC)=O)CCCCCOC(OCCCCCCCCC)=O)C=C(C1)C(NCCCN(C)C)=O)=O)CCCCCOC(OCCCCCCCCC)=O)(OCCCCCCCCC)=O